C(C)(C)(C)OC(=O)C1=C(C=CC=C1OCC1CCCCC1)C(C(=O)OC)C Methyl 2-((tert-butoxycarbonyl)-3-(4-cyclohexylmethoxy)phenyl)propanoate